phenyl-[2,3'-bipyridine]-6'(1'H)-one C1(=CC=CC=C1)C=1C(=NC=CC1)C1=CNC(C=C1)=O